tert-Butyl 2-[4-[5-[(2,6-dioxo-3-piperidyl)amino]-3-fluoro-2-pyridyl]-1-piperidyl]acetate O=C1NC(CCC1NC=1C=C(C(=NC1)C1CCN(CC1)CC(=O)OC(C)(C)C)F)=O